ClC=1C(=CC2=C(N(C[C@H](N(S2(=O)=O)C)C2CCOCC2)C2=CC=CC=C2)C1)C=1C=CC(=C(C(=O)O)C1)F (R)-5-(7-chloro-2-methyl-1,1-dioxido-5-phenyl-3-(tetrahydro-2H-pyran-4-yl)-2,3,4,5-tetrahydrobenzo[f][1,2,5]thiadiazepin-8-yl)-2-fluorobenzoic acid